5-cyclooctyloxycarbonylmethyl-bicyclo[2.2.1]hept-2-ene C1(CCCCCCC1)OC(=O)CC1C2C=CC(C1)C2